OC1=C(C=C(C(=C1)OC)OC)C\C=C\C1=CC=C(C=C1)OC1=CC=CC=C1 (E)-1-(2-hydroxy-4,5-dimethoxyphenyl)-3-(4-phenoxyphenyl)prop-2-ene